2-bromo-6-hydroxymethyl-3-(methoxymethoxy)phenol BrC1=C(C(=CC=C1OCOC)CO)O